3-((benzyl-oxy)methyl)-1-(1-(4-methoxyphenyl)ethyl)pyrrolidin-2-one C(C1=CC=CC=C1)OCC1C(N(CC1)C(C)C1=CC=C(C=C1)OC)=O